P(=O)(O)(O)C([C@](N(P(=O)(O)O)P(=O)(O)O)(C(=O)O)P(=O)(O)O)(O)P(=O)(O)O pentaPhosphoserine